OCC1=C[C@H]2[C@H]3[C@@H](O1)OC([C@@H]2C=C3)=O (1S,4aS,5R,7aS)-3-(hydroxymethyl)-1,4a,5,7a-tetrahydro-1,5-(epoxymethano)cyclopenta[c]pyran-8-one